O1CCNC2=C1C=CC(=C2)C2=CC=C(S2)CN2C(NN=C2)=O 4-[[5-(3,4-dihydro-2H-1,4-benzoxazin-6-yl)-2-thienyl]methyl]-1,2,4-triazol-3-one